N-(5-chloro-2,3-dihydro-1H-inden-2-yl)-5-(3-methylisoxazol-5-yl)pyrimidin-2-amine ClC=1C=C2CC(CC2=CC1)NC1=NC=C(C=N1)C1=CC(=NO1)C